(2,6-dimethylpyridin-4-yl)boric acid CC1=NC(=CC(=C1)OB(O)O)C